CS(=O)(=O)OCCOCCOCCOCCOCCN(C)S(=O)(=O)C1=C(C=CC=C1)[N+](=O)[O-] 2-((2-Nitrophenyl)sulfonyl)-5,8,11,14-tetraoxa-2-azahexadecan-16-yl methanesulfonate